C(C1=CC=CC=C1)NC=1C=CC2=C(C=C(O2)C(=O)NCC=2C=NC=CC2)C1 5-(benzylamino)-N-(pyridin-3-ylmethyl)benzofuran-2-carboxamide